methyl 5-methyl-1-((1-(pyridin-4-yl) piperidin-4-yl) methyl)-1H-pyrazole-3-carboxylate CC1=CC(=NN1CC1CCN(CC1)C1=CC=NC=C1)C(=O)OC